2'-(3-fluoro-4-(trifluoromethyl)benzyl)-1'-oxo-6'-(o-tolyl)-1',4'-dihydro-2'H-spiro[cyclopentane-1,3'-isoquinoline]-4'-carboxylic acid FC=1C=C(CN2C(C3=CC=C(C=C3C(C23CCCC3)C(=O)O)C3=C(C=CC=C3)C)=O)C=CC1C(F)(F)F